5-(methyl-d3)-3-(trifluoromethyl)-7,8,9,10-tetrahydro-5H-pyrazino[1,2-a]pyrido[3,2-e]pyrazin-6(6aH)-one C(N1C(C2N(C3=C1C=C(C=N3)C(F)(F)F)CCNC2)=O)([2H])([2H])[2H]